6-methyl-N-((1s,3s)-3-(6-(piperidin-4-yl-amino)-9H-purin-9-yl)cyclobutyl)picolinamide hydrochloride Cl.CC1=CC=CC(=N1)C(=O)NC1CC(C1)N1C2=NC=NC(=C2N=C1)NC1CCNCC1